FC1=C(C(=O)N)C=CC(=C1)N1CCNCC1 2-Fluoro-4-(piperazin-1-yl)benzamide